3-[({(1S)-5-[2-methyl-4-(2,2,2-trifluoro-ethoxy)phenyl]isoindolinyl}methyl)amino]pyridine-4-carboxylic acid CC1=C(C=CC(=C1)OCC(F)(F)F)C=1C=C2CN[C@@H](C2=CC1)CNC=1C=NC=CC1C(=O)O